S1C(=NC2=C1CCC2)CC2CCN(CC2)C(=O)N2C[C@@H]1[C@@H](OCC(N1)=O)CC2 |r| rac-(4aR,8aS)-6-[4-(5,6-dihydro-4H-cyclopenta[d]thiazol-2-ylmethyl)piperidine-1-carbonyl]-4,4a,5,7,8,8a-hexahydropyrido[4,3-b][1,4]oxazin-3-one